CN(C)CC1CN(CC1)CC1=C2C(=NC(=C1)C=1C=C3CN(C(C3=CC1)=O)C1C(NC(CC1)=O)=O)NC=C2 3-(5-(4-((3-((dimethyl-amino)methyl)pyrrolidin-1-yl)methyl)-1H-pyrrolo[2,3-b]pyridin-6-yl)-1-oxoisoindolin-2-yl)piperidine-2,6-dione